ClC1=CC=C(C=C1)C=1NC2=C(C=C(C=C2C1)N)C=1N=CN(C1)C 2-(4-chlorophenyl)-7-(1-methyl-1H-imidazol-4-yl)-1H-indol-5-amine